2-((1H-pyrazol-3-yl)methyl)-6-((6-amino-5-methylpyridin-2-yl)methyl)-4-methyl-4H-thiazolo[5',4':4,5]Pyrrolo[2,3-d]pyridazin-5(6H)-one N1N=C(C=C1)CC=1SC2=C(N(C=3C(N(N=CC32)CC3=NC(=C(C=C3)C)N)=O)C)N1